CSSSSC=1SC2=C(N1)C=CC=C2 benzothiazolyl methyl tetrasulfide